BrC1=CC=2OCCN(C2N=C1)C1=CC=2N(C=C1)C(N(N2)C)=O 7-{7-bromo-2H,3H-pyrido[3,2-b][1,4]oxazin-4-yl}-2-methyl-[1,2,4]triazolo[4,3-a]pyridin-3-one